C(C)(C)(C)OOC1(CC(CC(C1)C)(C)C)OOC(C)(C)C 1,1-di(t-butylperoxy)3,3,5-trimethylcyclohexane